NC1CCC(CC1)OC=1C(=NC(=CC1)C)C1=CC(=NN1)NC=1N=CC(=NC1)C#N 5-((5-(3-(((1r,4r)-4-aminocyclohexyl)oxy)-6-methylpyridin-2-yl)-1H-pyrazol-3-yl)amino)pyrazine-2-carbonitrile